ClC=1C=NC=C(C1[C@@H](C)OC=1C=C2C(=NNC2=CC1OC)C1=C(C(=NC=C1)N1CC(C1)(N1CCCC1)C)C#N)Cl [5-[(1R)-1-(3,5-dichloro-4-pyridinyl)ethoxy]-6-methoxy-1H-indazol-3-yl]-2-(3-methyl-3-pyrrolidin-1-yl-azetidin-1-yl)pyridine-3-carbonitrile